3-propyl-morpholinyl-amide C(CC)C1N(CCOC1)[NH-]